C(C)OC(=O)C1CCN(CC1)C1=NC(=CN=C1Cl)CCCO (3-chloro-6-(3-hydroxypropyl)pyrazin-2-yl)piperidine-4-carboxylic acid ethyl ester